[1,3,4]thiadiazole-5-carboxamide S1C=NN=C1C(=O)N